5-(((Dimethylamino)methylene)amino)-4-methoxypyrazolo[1,5-c]pyrimidine-3-carboxylic acid CN(C)C=NC1=C(C=2N(C=N1)N=CC2C(=O)O)OC